5-(8-ethyl-2-methylimidazo[1,2-a]pyridin-6-yl)-2-(6-{[(3S,4R)-3-fluoro-2,2,6,6-tetramethylpiperidin-4-yl]oxy}pyridazin-3-yl)pyridin-3-ol C(C)C=1C=2N(C=C(C1)C=1C=C(C(=NC1)C=1N=NC(=CC1)O[C@H]1[C@H](C(NC(C1)(C)C)(C)C)F)O)C=C(N2)C